N-{[3-(4-{[(3S,4R)-3-fluoro-1-methylpiperidin-4-yl]amino}-1-(2,2,2-trifluoroethyl)-1H-indol-2-yl)-1,2,4-oxadiazol-5-yl]methyl}-1-phenyl-1H-imidazole-4-carboxamide F[C@H]1CN(CC[C@H]1NC1=C2C=C(N(C2=CC=C1)CC(F)(F)F)C1=NOC(=N1)CNC(=O)C=1N=CN(C1)C1=CC=CC=C1)C